C1(CC1)C=1NC(=NN1)C1CC2(CN(C2)C(=O)N2CC(C2)C2=CC=C(C=C2)N2[C@H](CCC2)C(=O)N)C1 (2R)-1-[4-[1-[6-(5-cyclopropyl-4H-1,2,4-triazol-3-yl)-2-azaspiro[3.3]heptane-2-carbonyl]azetidin-3-yl]phenyl]pyrrolidine-2-carboxamide